BrC=1C=C2C(NC=NC2=CC1F)=O 6-bromo-7-fluoro-3H-quinazolin-4-one